ClC=1C=CC2=C(N=C(O2)C2CC3(CC(C3)NC(=O)C=3OC(=CC3)S(NC(=O)C3CCCCC3)(=O)=O)C2)C1 N-[6-(5-chloro-1,3-benzoxazol-2-yl)spiro[3.3]heptan-2-yl]-5-(cyclohexanecarbonylsulfamoyl)furan-2-carboxamide